C(C1=CC=CC=C1)OC[C@@]12NC[C@@H](N(C1=O)C)C2 (1R,4S)-1-((benzyloxy)methyl)-5-methyl-6-oxo-2,5-diazabicyclo[2.2.1]Heptane